(S)-1-(3-Benzyl-1,2,4-oxadiazol-5-yl)-5-((tert-Butoxycarbonyl)-amino)pentan-1-Aminium 4-Methylbenzenesulfonate CC1=CC=C(C=C1)S(=O)(=O)[O-].C(C1=CC=CC=C1)C1=NOC(=N1)[C@H](CCCCNC(=O)OC(C)(C)C)[NH3+]